spiro[dibenzo[a,i]xanthene-14,2'-furan]-5'-one O1C2(C=CC1=O)C1=CC3=C(C=C1OC1=CC=C4C(=C12)C=CC=C4)C=CC=C3